(7S)-7-[(2R,4S)-4-{[4-(2-hydroxyethanesulfonyl)phenoxy]methyl}-2-methylpyrrolidin-1-yl]-5,6,7,8-tetrahydronaphthalene-2-carbonitrile OCCS(=O)(=O)C1=CC=C(OC[C@H]2C[C@H](N(C2)[C@H]2CCC=3C=CC(=CC3C2)C#N)C)C=C1